N-acetyl-L-rhamnosylamine C(C)(=O)NC1[C@H](O)[C@H](O)[C@@H](O)[C@@H](O1)C